(S)-2,6-di-tert-butylcarbonylaminohexanoic acid C(C)(C)(C)C(=O)N[C@H](C(=O)O)CCCCNC(=O)C(C)(C)C